COC1=NC=C(C(=C1)C(C(=O)O)C)SC 2-(2-methoxy-5-(methylthio)pyridin-4-yl)propionic acid